[SH4]=C=O lambda6-Thioketone